C(C1=CC=CC=C1)N(C(C)=O)C1CCC(CC1)C[C@H]1N([C@H](CC1)CO)C(=O)OC(C)(C)C tert-butyl (2S,5R)-2-(((1s,4R)-4-(N-benzylacetamido)cyclohexyl)methyl)-5-(hydroxymethyl)pyrrolidine-1-carboxylate